Eicosenyl-Succinic Anhydride C(=CCCCCCCCCCCCCCCCCCC)C1C(=O)OC(C1)=O